NCC1=CC=C(C=C1)NC(=O)C1=CC2=C(OCCC3=C2SC=C3)C=C1C=1C(=NC(=CC1)C(NC1(CCCCC1)C(NC)=O)=O)C(=O)OC methyl 3-(9-((4-(aminomethyl)phenyl)carbamoyl)-4,5-dihydrobenzo[b]thieno[2,3-d]oxepin-8-yl)-6-((1-(methylcarbamoyl)cyclohexyl)carbamoyl)picolinate